O=C1NC(CCC1N1C(N(C2=C1C=CC(=C2)CCCN2C(CN(CC2)C(=O)OC(C)(C)C)=O)C)=O)=O tert-butyl 4-[3-[1-(2,6-dioxo-3-piperidyl)-3-methyl-2-oxo-benzimidazol-5-yl] propyl]-3-oxo-piperazine-1-carboxylate